FC(C(=O)O)(F)F.O=C1NC(CCC1N1C(C2=CC=CC(=C2C1=O)NCC=1N=NN(C1)CCOCCOCCC(=O)O)=O)=O 3-[2-[2-[4-[[[2-(2,6-dioxo-3-piperidyl)-1,3-dioxo-isoindolin-4-yl]amino]methyl]triazol-1-yl]ethoxy]ethoxy]propanoic acid trifluoroacetate